tert-Butyl 2-((6-((3,4-dihydroisoquinolin-2(1H)-yl)-methyl)-4-oxo-4H-pyran-3-yl)oxy)-6-azaspiro[3.4]octane-6-carboxylate C1N(CCC2=CC=CC=C12)CC1=CC(C(=CO1)OC1CC2(C1)CN(CC2)C(=O)OC(C)(C)C)=O